4-(2-(methyl-aminomethylthio)hydrazine-1-carbonyl)piperidine-1-carboxylic acid tert-butyl ester C(C)(C)(C)OC(=O)N1CCC(CC1)C(=O)NNSC(N)C